Cl.FC1(CNCC[C@@H]1C1=CC=C2C(=NN(C2=C1)C)N1C(NC(CC1)=O)=O)F |r| (±)-1-(6-(3,3-difluoropiperidin-4-yl)-1-methyl-1H-indazole-3-yl)dihydropyrimidine-2,4(1H,3H)-dione hydrochloride